(R)-1-((4-hydroxy-1-(3-phenylbutyryl)piperidin-4-yl)methyl)-4-phenyl-5-(pyrimidin-5-yl)pyridin-2(1H)-one OC1(CCN(CC1)C(C[C@@H](C)C1=CC=CC=C1)=O)CN1C(C=C(C(=C1)C=1C=NC=NC1)C1=CC=CC=C1)=O